ClC=1C(=NN2C1CNCCC2)C2=NN=NN2C 3-chloro-2-(1-methyltetrazol-5-yl)-4,6,7,8-tetrahydropyrazolo[1,5-a][1,4]diazepine